1-(4-((4-((2-(2-hydroxypropan-2-yl)-5-(thiazol-2-yl)phenyl)amino)-7-methoxyquinazolin-6-yl)Oxy)piperidin-1-yl)prop-2-en-1-one OC(C)(C)C1=C(C=C(C=C1)C=1SC=CN1)NC1=NC=NC2=CC(=C(C=C12)OC1CCN(CC1)C(C=C)=O)OC